monoglyceryl monoisostearate C(CCCCCCCCCCCCCCC(C)C)(=O)OCC(O)CO